OC(CC(=O)O)(CC(=O)[O-])C(=O)O.[Na+] sodium dihydrogen 2-hydroxypropane-1,2,3-tricarboxylate